6-(4-fluoro-2-methyl-1H-indol-5-yl)-2,3-dimethoxy-5-oxo-5,6-dihydro-1,6-naphthyridine-8-carboxylic acid FC1=C2C=C(NC2=CC=C1N1C(C=2C=C(C(=NC2C(=C1)C(=O)O)OC)OC)=O)C